OCCN1N=CC(=C1)C(=O)N1CC2=C(C=C(C=C2CC1)C=1C=C2C(=NC1)NC=C2C)[C@H]2N(CCC2)C(=O)OC(C)(C)C (S)-tert-butyl 2-(2-(1-(2-hydroxyethyl)-1H-pyrazole-4-carbonyl)-6-(3-methyl-1H-pyrrolo[2,3-b]pyridine-5-yl)-1,2,3,4-tetrahydroisoquinolin-8-yl)pyrrolidine-1-carboxylate